4-[(3-Aminopropylamino)methyl]-N-[4-[4-[4-(trifluoromethyl)pyrimidin-2-yl]piperazin-1-yl]sulfonylphenyl]benzamide NCCCNCC1=CC=C(C(=O)NC2=CC=C(C=C2)S(=O)(=O)N2CCN(CC2)C2=NC=CC(=N2)C(F)(F)F)C=C1